N=1N=CN2C1C=C(C=C2)C=2C=CC(=C(C2)O)C=2N=NC(=CC2)O[C@@H]2[C@@H]([C@H]1CCC[C@@H](C2)N1)F 5-([1,2,4]triazolo[4,3-a]pyridin-7-yl)-2-(6-(((1r,2r,3s,5s)-2-fluoro-9-azabicyclo[3.3.1]non-3-yl)oxy)pyridazin-3-yl)phenol